(Racemic)-N-(6-(4-Chlorophenyl)-4,5,6,7-tetrahydrobenzo[d]thiazol-2-yl)-4-(2-methoxyphenyl)-6-methylnicotinamide ClC1=CC=C(C=C1)[C@H]1CC2=C(N=C(S2)NC(C2=CN=C(C=C2C2=C(C=CC=C2)OC)C)=O)CC1 |r|